C(C)(=O)N1CCC(CC1)C1=CC=C(C=C1)C=1C(=NN(N1)CC1=CC=C(C=C1)OC)C(=O)OCC ethyl 5-(4-(1-acetylpiperidin-4-yl) phenyl)-2-(4-methoxybenzyl)-2H-1,2,3-triazole-4-carboxylate